1-(((1R,5S,6s)-3-oxabicyclo[3.1.0]hexan-6-yl)methyl)-6-chloro-1H-pyrazolo[3,4-b]pyrazine [C@@H]12COC[C@H]2C1CN1N=CC=2C1=NC(=CN2)Cl